(2-carboxyethenyl)-1,4,7,10-tetraazacyclodecane-1,4,7,10-tetraacetic acid C(=O)(O)C=CC1N(N(CCN(CCN(C1)CC(=O)O)CC(=O)O)CC(=O)O)CC(=O)O